1-[(3S)-3-[4-[1-[3-chloro-4-(cyclopropylmethoxy)-2-fluoro-phenyl]ethylamino]pyrido[3,2-d]pyrimidin-6-yl]oxypyrrolidin-1-yl]prop-2-en-1-one ClC=1C(=C(C=CC1OCC1CC1)C(C)NC=1C2=C(N=CN1)C=CC(=N2)O[C@@H]2CN(CC2)C(C=C)=O)F